[2-(cyclopropylmethoxy)-5-(methanesulfonyl)phenyl]-2-methylisoquinolin-1(2H)-one C1(CC1)COC1=C(C=C(C=C1)S(=O)(=O)C)C=1N(C(C2=CC=CC=C2C1)=O)C